CC=1C(=C2C=CC=NC2=CC1)N[C@@H]1CN(CC1)CC(=O)N1[C@@H](CCC1)C#N (2S)-1-[2-[(3S)-3-[(6-methyl-5-quinolinyl)amino]pyrrolidin-1-yl]acetyl]pyrrolidine-2-carbonitrile